CC(CC1CCC(CC1)S(NC)(=O)=O)(C)NC(OC(C)(C)C)=O tert-Butyl (2-methyl-1-((1r,4r)-4-(N-methylsulfamoyl)cyclohexyl)propan-2-yl)-carbamate